ethyl 2-[[(1R,2S,5R)-5-methyl-2-propan-2-ylcyclohexanecarbonyl] amino]acetate C[C@@H]1CC[C@H]([C@@H](C1)C(=O)NCC(=O)OCC)C(C)C